6-ethylpyridine-2(1H)-one C(C)C1=CC=CC(N1)=O